1-((1-ethyl-1H-imidazol-5-yl)methyl)-N-(N-methylaminosulfonyl)-1H-thieno[2,3-d]imidazole-5-carboxamide C(C)N1C=NC=C1CN1C=NC2=C1C=C(S2)C(=O)NS(=O)(=O)NC